FC(S(=O)(=O)OC1=CC(CCC1)C(=O)OCC)(F)F ethyl 3-(((trifluoromethyl)sulfonyl)oxy)cyclohex-2-ene-1-carboxylate